Cl.NC1CCC(CC1)CN1C(\C(\C2=CC(=C(C=C12)C#N)F)=C/C=1NC(=CC1C)C)=O (Z)-1-(((1r,4r)-4-aminocyclohexyl)methyl)-3-((3,5-dimethyl-1H-pyrrol-2-yl)methylene)-5-fluoro-2-oxoindole-6-carbonitrile hydrochloride